2,2,2-trifluoroethanesulfonyl fluoride FC(CS(=O)(=O)F)(F)F